4-[(4-ethylphenyl)methyl]-3-(β-D-glucopyranosyloxy)-5-trifluoromethyl-1H-pyrazole C(C)C1=CC=C(C=C1)CC=1C(=NNC1C(F)(F)F)O[C@H]1[C@H](O)[C@@H](O)[C@H](O)[C@H](O1)CO